C(C)NC(=O)C=1N=C(OC1C1=C(C=CC=C1)OC)C1=CC=C(C=C1)C(F)(F)F ethyl-5-(2-methoxyphenyl)-2-(4-(trifluoromethyl)phenyl)oxazole-4-carboxamide